(S)-1-phenylethane-1-amine (1R,3R)-2,2-dichloro-3-(4-fluoro-3-(trifluoromethyl)phenyl)cyclopropane-1-carboxylate ClC1([C@H]([C@@H]1C1=CC(=C(C=C1)F)C(F)(F)F)C(=O)O)Cl.C1(=CC=CC=C1)[C@H](C)N